ClC1=NC(=NC=C1C(F)(F)F)OC=1N=CC=2CCC3=C(C2C1F)NC1=C3C(NCC1)=O 2-((4-chloro-5-(trifluoromethyl)pyrimidin-2-yl)oxy)-1-fluoro-5,6,8,9,10,11-hexahydro-7H-pyrido[3',4':4,5]pyrrolo[2,3-f]isoquinolin-7-one